(S)-2-methyl-2-propane-sulfinamide CC(C)(C)[S@](=O)N